FC=1C=C2C(C(=CN3C2=C(C1N1C[C@H](CC1)NC1=NC=C(C=N1)[N+](=O)[O-])OC[C@@H]3C)C(=O)O)=O (S)-9-fluoro-3-methyl-10-((S)-3-((5-nitropyrimidin-2-yl)amino)pyrrolidin-1-yl)-7-oxo-2,3-dihydro-7H-[1,4]oxazino[2,3,4-ij]quinoline-6-carboxylic acid